(E)-2-(4-chlorophenyl)-N-((2-(2,6-dioxopiperidin-3-yl)-1-oxoisoindolin-5-yl)methyl)-2-(methoxyimino)acetamide ClC1=CC=C(C=C1)\C(\C(=O)NCC=1C=C2CN(C(C2=CC1)=O)C1C(NC(CC1)=O)=O)=N/OC